C(C)(C)(C)OC(=O)N1CCN(CC1)C1=NC=CC2=CC=C(C=C12)C=1C=NC(=C(C1)NS(=O)(=O)C1=C(C=C(C=C1)F)F)OC 4-(7-(5-((2,4-difluorophenyl)sulfonylamino)-6-methoxypyridin-3-yl)isoquinolin-1-yl)piperazine-1-carboxylic acid tert-butyl ester